N-(7-(4,4-difluoropiperidin-1-yl)-2,3-dihydrobenzofuran-5-yl)-4-iodo-2-(6-methyl-3-azabicyclo[4.1.0]heptan-3-yl)benzamide FC1(CCN(CC1)C1=CC(=CC=2CCOC21)NC(C2=C(C=C(C=C2)I)N2CC1CC1(CC2)C)=O)F